Cl.FC1=CC=C(C=C1)C=1N=C(NC1C1=CC=NC=C1)C1=CC=C(C=C1)O 4-[4-(4-fluorophenyl)-5-(4-pyridinyl)-1H-imidazol-2-yl]phenol Monohydrochloride